The molecule is a 1,2-diacyl-sn-glycerol in which the 1- and 2-acyl groups are specified as palmitoyl and linoleoyl respectively. It has a role as a mouse metabolite. It derives from a linoleic acid and a hexadecanoic acid. CCCCCCCCCCCCCCCC(=O)OC[C@H](CO)OC(=O)CCCCCCC/C=C\\C/C=C\\CCCCC